C(C)(C)(C)C1=CC=C2OC=3C=CC=4C(N(C(C5=CC=C(C3C45)C2=C1)=O)C1=CC=C(C=C1)CCCC(=O)O)=O 4-(4-(9-(tert-butyl)-1,3-dioxo-1H-xantheno[2,1,9-def]isoquinolin-2(3H)-yl)phenyl)butanoic acid